(S)-6-(2-amino-6-fluoro-5-(3-(1-methylpyrrolidin-2-yl)-4-(tetrahydro-2H-pyran-4-yl)phenyl)pyridin-3-yl)-3,4-dihydroisoquinolin-1(2H)-on NC1=NC(=C(C=C1C=1C=C2CCNC(C2=CC1)=O)C1=CC(=C(C=C1)C1CCOCC1)[C@H]1N(CCC1)C)F